NC=1C=C(CCOC=2C=CC=C3C=CC(=NC23)N(C(OC(C)(C)C)=O)C(=O)OC(C)(C)C)C=C(C1OC)C1=NN(C=C1)C tert-butyl (8-(3-amino-4-methoxy-5-(1-methyl-1H-pyrazol-3-yl)phenethoxy)quinolin-2-yl)(tert-butyl oxycarbonyl)carbamate